[Mg].C1(O)=CC=C(O)C=C1 hydroquinone magnesium